5-chloro-8-(4-(trifluoromethyl)phenyl)-1,6-naphthyridine ClC1=C2C=CC=NC2=C(C=N1)C1=CC=C(C=C1)C(F)(F)F